2-(2-(5-Cyclopropyl-3-(3,5-dichloropyridin-4-yl)isoxazol-4-yl)-7-azaspiro[3.5]non-1-en-7-yl)-4-methoxybenzo[d]thiazol C1(CC1)C1=C(C(=NO1)C1=C(C=NC=C1Cl)Cl)C1=CC2(C1)CCN(CC2)C=2SC1=C(N2)C(=CC=C1)OC